6-(4,4,5,5-tetramethyl-1,3,2-dioxaborolan-2-yl)pyrazolo[1,5-a]pyrimidine CC1(OB(OC1(C)C)C=1C=NC=2N(C1)N=CC2)C